1-benzylsulfanyl-2,3,4,5-tetrafluoro-6-(trifluoromethyl)benzene C(C1=CC=CC=C1)SC1=C(C(=C(C(=C1C(F)(F)F)F)F)F)F